5-(3-chloro-5-fluorophenyl)-2-fluoro-7-(trifluoromethyl)-2,3-dihydro-1H-pyrrolizin-1-ol ClC=1C=C(C=C(C1)F)C=1N2CC(C(C2=C(C1)C(F)(F)F)O)F